1-azido-3,6,9,12,15,18,21,24,27-nonaoxatriacontane-30-oic acid N(=[N+]=[N-])CCOCCOCCOCCOCCOCCOCCOCCOCCOCCC(=O)O